7-bromo-3-((3-(2-fluorophenylethoxy)-3-oxopropyl)amino)benzo[e][1,2,4]triazine-1,4-dioxide BrC1=CC2=C([N+](=C(N=[N+]2[O-])NCCC(=O)OCCC2=C(C=CC=C2)F)[O-])C=C1